2-fluoro-3,4-dimethoxy-6-nitrobenzamide FC1=C(C(=O)N)C(=CC(=C1OC)OC)[N+](=O)[O-]